BrC1=C2C=C(COC2=C(C=C1)OC)NC(OC(C)(C)C)=O tert-Butyl (5-bromo-8-methoxy-2H-chromen-3-yl)carbamate